(cis)-Di-tert-butyl 1-(4-(allyloxy)-3,3-dimethyl-4-oxobutyl)-6,6-difluorohexahydropyrrolo[3,2-c]pyrazole-2,4-dicarboxylate C(C=C)OC(C(CCN1N(C[C@H]2[C@@H]1C(CN2C(=O)OC(C)(C)C)(F)F)C(=O)OC(C)(C)C)(C)C)=O